1-Cyclopropyl-4-(3-(2,4-difluoro-3-hydroxy-5-(trifluoromethyl)phenyl)-1-methyl-1H-pyrazolo[3,4-d]pyrimidin-6-yl)piperazin-2-one C1(CC1)N1C(CN(CC1)C1=NC=C2C(=N1)N(N=C2C2=C(C(=C(C(=C2)C(F)(F)F)F)O)F)C)=O